CC1=C(C=CC=C1C)N1CCN(CC1)C(CN1N=C(C2=C1CCC2)C(=O)N2C[C@H]1N(CC2)CCCC1)=O 1-[4-(2,3-dimethylphenyl)piperazin-1-yl]-2-{3-[(9aS)-octahydro-2H-pyrido[1,2-a]pyrazine-2-carbonyl]-5,6-dihydrocyclopenta[c]pyrazol-1(4H)-yl}ethan-1-one